BrC=1C(=C(C(=C(C(=O)O)C1)O)Br)Br tribromohydroxyl-benzoic acid